(R)-8-bromo-4-((1-(3-(difluoromethyl)-2-fluorophenyl)ethyl)amino)-6-(1-(difluoromethyl)cyclopropyl)-2-methyl-2,6-dihydropyrido[3,4-d]pyridazine-1,7-dione BrC=1C(N(C=C2C(=NN(C(C21)=O)C)N[C@H](C)C2=C(C(=CC=C2)C(F)F)F)C2(CC2)C(F)F)=O